ClC1=C(C=CC=C1C1=C(C(=NC=C1)Cl)Cl)C1=NC(=C(C=O)C(=C1)F)OC 6-(2-Chloro-3-(2,3-dichloropyridin-4-yl)phenyl)-4-fluoro-2-methoxynicotinaldehyde